FC=1C=C2C(=CN(C2=CC1)CCCOC)N=[N+]=[N-] 5-fluoro-1-(3-methoxypropyl)-1H-indol-3-yl azide